C(C(=C)C)(=O)OCC(COCCC([SiH2]O[Si](C)(C)C)([SiH2]O[Si](C)(C)C)C)O 2-hydroxy-3-[3-methyl-3,3-bis(trimethylsiloxy) silylpropoxy]-propyl methacrylate